C(C)(C)(C)OC(=O)N1CC(CC(C1)(F)F)C(=O)NC(C(=O)O)CCN(CCCCC1=NC=2NCCCC2C=C1)CCOC 2-[(1-tert-butoxycarbonyl-5,5-difluoro-piperidine-3-carbonyl)amino]-4-[2-methoxyethyl-[4-(5,6,7,8-tetrahydro-1,8-naphthyridin-2-yl)butyl]amino]butanoic acid